FC1=C2CN(CC2=CC=C1)CC1=CC(=C2CN(C(C2=C1)=O)C1=CC(=CC=C1)C1(COC1)CC1=NN=CN1C)C(F)(F)F 6-((4-fluoroisoindolin-2-yl)methyl)-2-(3-(3-((4-methyl-4H-1,2,4-triazol-3-yl)methyl)oxetan-3-yl)phenyl)-4-(trifluoromethyl)isoindolin-1-one